O=C(O)[C@@H](N)CC1=CC=C(O)C(O)=C1 anti-DOPA